5-(imidazo[1,2-a]pyridin-6-yl)-N-(2-isopropoxyethyl)pyrrolo[2,1-f][1,2,4]triazin-2-amine N=1C=CN2C1C=CC(=C2)C=2C=CN1N=C(N=CC12)NCCOC(C)C